ClC=1C=CC=C2C(C=C(OC12)C(=O)OCC)=O ethyl 8-chloro-4-oxo-chromene-2-carboxylate